5-chloro-3-(2-(3-(4-methylphenyl)-4-oxothiazolidin-2-ylidene)hydrazono)-1H-indol-2-one ClC=1C=C2C(C(NC2=CC1)=O)=NN=C1SCC(N1C1=CC=C(C=C1)C)=O